1-((Tetrahydro-2H-pyran-4-yl)methyl)-1H-indol-5-amine O1CCC(CC1)CN1C=CC2=CC(=CC=C12)N